5-chloro-1-ethyl-1-oxo-isothiazolo[5,4-b]pyridin-3-one ClC=1C=C2C(=NC1)S(NC2=O)(=O)CC